tert-Butyl 4-(1-(((R)-7-((R)-3-cyclohexyl-2-methylpropanoyl)-10-hydroxy-7-azaspiro[4.5]decan-10-yl)methyl)-6-oxo-4-phenyl-1,6-dihydropyridine-3-carbonyl)piperazine-1-carboxylate C1(CCCCC1)C[C@H](C(=O)N1CC2(CCCC2)[C@@](CC1)(O)CN1C=C(C(=CC1=O)C1=CC=CC=C1)C(=O)N1CCN(CC1)C(=O)OC(C)(C)C)C